laurylamide propyl-acetate C(CC)OC(C)=O.C(CCCCCCCCCCC)[NH-]